OC=1C=2N(C=C(N1)C=1C=NN(C1)C)N=CC2C#N 4-hydroxy-6-(1-methyl-1H-pyrazole-4-yl)pyrazolo[1,5-a]pyrazine-3-carbonitrile